tert-butyl 4-((8-bromo-4-((4-(pyridin-2-yl)benzyl)amino)pyrazolo[1,5-a][1,3,5]triazin-2-yl)amino)piperidine-1-carboxylate BrC=1C=NN2C1N=C(N=C2NCC2=CC=C(C=C2)C2=NC=CC=C2)NC2CCN(CC2)C(=O)OC(C)(C)C